6-[4-(difluoromethoxy)phenyl]-2-(3-fluorophenyl)-3-oxo-2,3-dihydropyridazine-4-carboxylic acid methyl ester COC(=O)C=1C(N(N=C(C1)C1=CC=C(C=C1)OC(F)F)C1=CC(=CC=C1)F)=O